Bromocholine hydrobromide Br.BrOCC[N+](C)(C)C